FC(C1=NN(C=C1NC(=O)C=1C=NN2C1N=C(C=C2)N2C[C@H](O[C@H](C2)C)C)C2CCC(CC2)C(=O)OCC)F ethyl 4-[3-(difluoromethyl)-4-[[5-[(2R,6S)-2,6-dimethylmorpholin-4-yl]pyrazolo[1,5-a]pyrimidine-3-carbonyl]amino]pyrazol-1-yl]cyclohexanecarboxylate